C(C)(C)(C)OC(=O)N(C(OC(C)(C)C)=O)C1=NC(=CC(=N1)N(C1=CC=C(C=C1)C)C(=O)OC(C)(C)C)CN(C)CC1=CC(=CC=C1)OC tert-butyl (tert-butoxycarbonyl)(4-((tert-butoxycarbonyl)(p-tolyl)amino)-6-(((3-methoxybenzyl)(methyl)-amino)methyl)pyrimidin-2-yl)carbamate